tert-butyl-3-[4-(3-cyano-4-hydroxy-pyrazolo[1,5-a]pyridin-6-yl)pyrazol-1-yl]piperidine-1-carboxylate C(C)(C)(C)OC(=O)N1CC(CCC1)N1N=CC(=C1)C=1C=C(C=2N(C1)N=CC2C#N)O